propenyl-boronic acid C(=CC)B(O)O